O=CC=O 3-oxo-1-oxapropylene